(tert-Butoxycarbonylamino)-3-(cyclopropylmethyl)azetidine-1-carboxylic acid tert-butyl ester C(C)(C)(C)OC(=O)N1C(C(C1)CC1CC1)NC(=O)OC(C)(C)C